FC(S(=O)(=O)OC=1C=C2C=C(C=NC2=C(C1)F)N1CCOCC1)(F)F 8-fluoro-3-morpholinoquinolin-6-yl trifluoromethanesulfonate